C(CCCCCCCC)(=O)[O-] demethyldecanoate